F[C@@H]1C[C@@]2(CCCN2C1)COC=1N=CC2=C(N1)C(=C(N=C2NCCC2=CC(=CC=C2)Br)Cl)F 2-{[(2R,7aS)-2-fluoro-hexahydropyrrolizin-7a-yl]methoxy}-N-[2-(3-bromophenyl)ethyl]-7-chloro-8-fluoropyrido[4,3-d]pyrimidin-5-amine